4-oxopentanoic acid decyl ester C(CCCCCCCCC)OC(CCC(C)=O)=O